N-(2-chloro-5-(difluoromethoxy)pyridin-3-yl)-1,1-diphenylmethanimine ClC1=NC=C(C=C1N=C(C1=CC=CC=C1)C1=CC=CC=C1)OC(F)F